NC=1C(=C(C=C2C=C(N=CC12)NC(O[C@H]1COCC1)=O)C1=C(C2=C(OCCN2)N=C1)C)F |r| (±)-Tetrahydrofuran-3-yl N-[8-amino-7-fluoro-6-(8-methyl-2,3-dihydro-1H-pyrido[2,3-b][1,4]oxazin-7-yl)-3-isoquinolyl]carbamate